(1S,2S)-N-[2-(4-ethyl-2-methoxypyridin-3-yl)-1-methylpyrrolo[2,3-c]pyridin-5-yl]-2-fluorocyclopropane-1-carboxamide C(C)C1=C(C(=NC=C1)OC)C1=CC=2C(=CN=C(C2)NC(=O)[C@H]2[C@H](C2)F)N1C